C(C)OC(C1=NC(=CC=C1N(C(C)=O)CC1=CC=C(C=C1)OC)Br)=O ethyl-6-bromo-3-(N-(4-methoxybenzyl)acetamido)picolinate